2-((2-chloro-6-((3-fluorobenzyl)amino)-9H-purin-9-yl)methyl)tetrahydrothiophene-3,4-diol ClC1=NC(=C2N=CN(C2=N1)CC1SCC(C1O)O)NCC1=CC(=CC=C1)F